CC1=CC=C(O1)C=1C(C2=CC(=C(C(=C2C1)C1=CC2=CC=CC=C2C=C1)C)C)[Zr] [2-(5-methyl-2-furyl)-4-(2-naphthyl)-5,6-dimethyl-1-indenyl]zirconium